NC=1C2=C(N=CN1)N=CCC2=O 4-amino-5-oxopyrido[2,3-d]pyrimidin